8-bromo-7-fluoro-3-triisopropylsilyloxy-naphthalen BrC=1C(=CC=C2C=C(C=CC12)O[Si](C(C)C)(C(C)C)C(C)C)F